BrCC(COC1=CC=CC2=CC=CC=C12)=O 1-bromo-3-(1-naphthoxy)-2-propanone